4-(Azidomethyl)-5-(3-(3-(2-(3-bromophenyl)-5-(but-2-yn-1-yloxy)pentan-2-yl)-1-methyl-1H-1,2,4-triazol-5-yl)-4-fluorophenoxy)-6-fluoro-1H-indole N(=[N+]=[N-])CC1=C2C=CNC2=CC(=C1OC1=CC(=C(C=C1)F)C1=NC(=NN1C)C(C)(CCCOCC#CC)C1=CC(=CC=C1)Br)F